O1CC(CC1)/C=C/C(=O)OCC ethyl (2E)-3-(tetrahydrofuran-3-yl)acrylate